NC1=NC(=C(C=C1[N+](=O)[O-])[N+](=O)[O-])C 2-amino-3,5-dinitro-6-methylpyridine